5-phenyl-3-(o-tolyl)isothiazole C1(=CC=CC=C1)C1=CC(=NS1)C1=C(C=CC=C1)C